8-(methoxymethyl)-9-methyl-7-(3-(6-methylpyridin-3-yl)-7,8-dihydro-1,6-naphthyridin-6(5H)-yl)-4H-pyrimido[1,2-b]pyridazin-4-one COCC1=C(C=2N(N=C1N1CC=3C=C(C=NC3CC1)C=1C=NC(=CC1)C)C(C=CN2)=O)C